O6-benzyl O3-methyl 5,7-dihydropyrrolo[3,4-b]pyridine-3,6-dicarboxylate N1=C2C(=CC(=C1)C(=O)OC)CN(C2)C(=O)OCC2=CC=CC=C2